1-phenyl-3-ethylsulfanyl-imidazo[1,5-a]pyridine C1(=CC=CC=C1)C=1N=C(N2C1C=CC=C2)SCC